Dimethyl 1-bromo-4-methyl-3-oxo-5,7-dihydro-2H-cyclopenta[c]pyridine-6,6-dicarboxylate BrC=1NC(C(=C2C1CC(C2)(C(=O)OC)C(=O)OC)C)=O